BrC1=CC=C(N[C@H](C=C)C2=CC=CC=C2)C=C1 (R)-4-bromo-N-(1-phenylallyl)aniline